CC1N(CCC(C1)=O)C dimethyl-piperidin-4-one